[Cl-].[Cl-].[Cl-].C1(C=CC=C1)[Ti](C1C=CC=C1)(C1C=CC=C1)(C1C=CC=C1)C1C=CC=C1 pentacyclopentadienyl-titanium trichloride